CN1C=CC(=C1)C(C1=C(C=CC(=C1)F)O)=O methyl-4-(5-fluoro-2-hydroxybenzoyl)-1H-pyrrole